C(C)(C)N1N=C(C=C1[C@H]1C[C@H](CCC1)N1CC2(CS(C2)(=O)=O)CC1)C(F)(F)F 6-((1S,3R)-3-(1-isopropyl-3-(trifluoromethyl)-1H-pyrazol-5-yl)cyclohexyl)-2-thia-6-azaspiro[3.4]octane 2,2-dioxide